CN1C=C(C2=CC=CC=C12)C=1C=NNC1 methyl-3-(1H-pyrazol-4-yl)-1H-indole